1-(4-(cyanomethyl)benzyl)-5-(methoxymethyl)-1H-pyrazole-4-carboxamide C(#N)CC1=CC=C(CN2N=CC(=C2COC)C(=O)N)C=C1